C(C)OC=1C(=NC(=C(C1)N1[C@@H](CN(CC1)C(=O)C12CCC(CC1)(C2)C(F)(F)F)CC)C(=O)N[C@H]2CN(CC2)C)C=2C=NC=CC2 ethoxy-5-[(2R)-2-ethyl-4-[4-(trifluoromethyl)bicyclo[2.2.1]heptane-1-carbonyl]piperazin-1-yl]-N-[(3R)-1-methylpyrrolidin-3-yl]-[2,3'-bipyridine]-6-carboxamide